C12CNCC2C1C(C)NC(OC(C)(C)C)=O t-butyl (1-(3-azabicyclo[3.1.0]hexan-6-yl)ethyl)carbamate